N-(3-(N-(tert-butyl)sulfamoyl)phenyl)-4-(ethylsulfamoyl)-2-methyl-6-(6-azaspiro[2.5]octane-6-yl)benzamide C(C)(C)(C)NS(=O)(=O)C=1C=C(C=CC1)NC(C1=C(C=C(C=C1N1CCC2(CC2)CC1)S(NCC)(=O)=O)C)=O